methionite S(=O)([O-])CS(=O)[O-]